O=C1NC(CCC1N1C(C2=CC=C(C=C2C1=O)NCCCCCCN1N=CC(=C1)C1=NC2=CC(=CC=C2N=C1)N1CCNCC1)=O)=O 2-(2,6-dioxopiperidin-3-yl)-5-((6-(4-(7-(piperazin-1-yl)quinoxalin-2-yl)-1H-pyrazol-1-yl)hexyl)amino)isoindoline-1,3-dione